C(CC(=C)C)C(C=1C(NC(NC1)=S)=O)N 5-(isopentenyl-aminomethyl)-2-thio-uracil